β-N-acetyl-D-galactosamine CC(=O)N[C@@H]1[C@H]([C@H]([C@H](O[C@H]1O)CO)O)O